O1CCC2=C1C=C(C=C2)S(=O)(=O)Cl 2,3-dihydrobenzofuran-6-sulfonyl chloride